5-(4-bromophenyl)-1-(2-chlorophenyl)-2-((4-(trifluoromethyl)benzyl)thio)-1H-imidazole BrC1=CC=C(C=C1)C1=CN=C(N1C1=C(C=CC=C1)Cl)SCC1=CC=C(C=C1)C(F)(F)F